O1C=2C(CCC1)=CSC2C(=O)O 3,4-dihydro-2H-thieno[3,4-b]pyran-7-carboxylic acid